ClC1=CC=C2C(=CNC2=C1)CC(=O)N1CC2C(C(C1)C(=O)O)CN(C2)C(C2=CC(=C(C=C2)OC(C)C)OC)=O 5-(2-(6-chloro-1H-indol-3-yl)acetyl)-2-(4-isopropoxy-3-methoxybenzoyl)octahydro-1H-pyrrolo[3,4-c]pyridine-7-carboxylic acid